NC=1C2=C(N=CN1)N(C=C2)[C@@H]2O[C@@H]([C@H]([C@H]2O)O)CSCC=2C(=NOC2C2=CC=CC1=CC=CC=C21)C (2R,3R,4S,5S)-2-(4-Amino-7H-pyrrolo[2,3-d]pyrimidin-7-yl)-5-((((3-methyl-5-(naphthalen-1-yl)isoxazol-4-yl)methyl)thio)methyl)tetrahydrofuran-3,4-diol